NCC1(CN(C1)C1=NC=NC=C1OC1=C(C(=O)N(C(C)C)CC)C=C(C=C1)F)F 2-((4-(3-(Aminomethyl)-3-fluoroazetidin-1-yl)pyrimidin-5-yl)oxy)-N-ethyl-5-fluoro-N-isopropylbenzamide